ONC([C@H](CC1=CC=C(C=C1)O)N1N=NC(=C1)CNS(=O)(=O)C=1SC(=CC1)C=1C=NC=CC1)=O (S)-N-hydroxy-3-(4-hydroxyphenyl)-2-(4-((5-(pyridin-3-yl)thiophene-2-sulfonylamino)methyl)-1H-1,2,3-triazol-1-yl)propanamide